cis-3-hydroxy-4-methyl-piperidine O[C@@H]1CNCC[C@@H]1C